2-(3-amino-4-methoxyphenyl)-6-phenylisoquinolin-1(2H)-one NC=1C=C(C=CC1OC)N1C(C2=CC=C(C=C2C=C1)C1=CC=CC=C1)=O